FC1=C(C(=C(C=C1OC)OC)F)C1=CC2=C(N=C(N=C2)SC)C(=N1)N1CC(CC1)(C)OC 6-(2,6-difluoro-3,5-dimethoxyphenyl)-8-(3-methoxy-3-methylpyrrolidin-1-yl)-2-(methylthio)pyrido[3,4-d]pyrimidine